2-chloro-4-[(6,7-dimethoxy-4-quinolyl)oxy]aniline ClC1=C(N)C=CC(=C1)OC1=CC=NC2=CC(=C(C=C12)OC)OC